2,2,2-trifluoroethyl (E)-(1-(6-methyl-4,8-dioxo-1,3,6,2-dioxazaborocan-2-yl)hept-2-en-1-yl)sulfamate CN1CC(OB(OC(C1)=O)C(\C=C\CCCC)NS(OCC(F)(F)F)(=O)=O)=O